C1(CCCCC1)N1N=NN=C1CCCCOC=1C=C2CCC(NC2=CC1)=O 6-[4-(1-cyclohexyl-1H-tetrazol-5-yl)-butoxy]-3,4-dihydro-2(1H)-quinolinone